1-(1,3-dihydro-2H-isoindol-2-yl)-2-[(5-fluoropyridin-2-yl)sulfonyl]ethanone C1N(CC2=CC=CC=C12)C(CS(=O)(=O)C1=NC=C(C=C1)F)=O